3-(2-methyl-4-oxo-5-((pyridin-2-ylmethyl)thio)quinazolin-3(4H)-yl)piperidine-2,6-dione CC1=NC2=CC=CC(=C2C(N1C1C(NC(CC1)=O)=O)=O)SCC1=NC=CC=C1